ClC=1C2=C(N=CN1)N(C=C2B2OC(C(O2)(C)C)(C)C)C2=CC=CC=C2 4-Chloro-7-phenyl-5-(4,4,5,5-tetramethyl-[1,3,2]dioxaborolan-2-yl)-7H-pyrrolo[2,3-d]pyrimidine